(1S,2R,5S)-8-(benzyloxy)-3-fluoro-2,5-dimethyl-7,9-dioxo-N-(2,4,6-trifluorobenzyl)-2,5,7,9-tetrahydro-1,6-methanopyrido[1,2-b][1,2,5]triazonine-10-carboxamide C(C1=CC=CC=C1)OC=1C(C(=CN2N3[C@@H](C(=C[C@@H](N(C(C21)=O)C3)C)F)C)C(=O)NCC3=C(C=C(C=C3F)F)F)=O